4-[(3-{8-bromo-3-[(trifluoromethyl)sulfanyl]imidazo[1,2-a]pyridin-2-yl}prop-2-yn-1-yl)amino]-3-(2H3)methoxy-N-methylbenzamide BrC=1C=2N(C=CC1)C(=C(N2)C#CCNC2=C(C=C(C(=O)NC)C=C2)OC([2H])([2H])[2H])SC(F)(F)F